4-Ethoxy-2,6-bis-(4-methoxy-phenyl)-pyrimidine-5-carbonitrile C(C)OC1=NC(=NC(=C1C#N)C1=CC=C(C=C1)OC)C1=CC=C(C=C1)OC